N1C=CC=2C=CC=3C=CC=NC3C21 1H-pyrrolo[3,2-H]Quinoline